C(C)(C)(C)OC(=O)N1CC(CC1)(NC1=CC(=CC=C1)C(F)(F)F)C 3-methyl-3-((3-(trifluoromethyl)phenyl)amino)pyrrolidine-1-carboxylic acid tert-butyl ester